C(=C)OCCCC Vinyl-butylether